methyl-glucose disilyloleate [SiH3]/C(=C(/CCCCCCCC(=O)O)\[SiH3])/CCCCCCCC.CC(=O)[C@H](O)[C@@H](O)[C@H](O)[C@H](O)CO